FC1(CC(C1)N1C(=NC2=NC=C(C=C21)C=2C=CN1N=C(N=CC12)NC1CC(C1)NC)C)F N1-(5-(1-(3,3-difluorocyclobutyl)-2-methyl-1H-imidazo[4,5-b]pyridin-6-yl)pyrrolo[2,1-f][1,2,4]triazin-2-yl)-N3-methylcyclobutane-1,3-diamine